NC=1SC=C(N1)C=1N=NN(C1)[C@@H]1[C@H]([C@@H](SC=2C(=NC=C(C2)Cl)C2=CC=NC=C2)O[C@@H]([C@@H]1O)CO)OC 5-Chloro-2-(pyridin-4-yl)-pyridin-3-yl 3-[4-(2-aminothiazol-4-yl)-1H-1,2,3-triazol-1-yl]-3-deoxy-2-O-methyl-1-thio-α-D-galactopyranoside